CN(C)C(=O)CN 2-amino-N,N-dimethylacetamide